CC1=NC(=C(C(=N1)N1CC=2C=C(C=NC2CC1)C=1C=CC=NC1)C)C 5-(6-(2,5,6-trimethylpyrimidin-4-yl)-5,6,7,8-tetrahydro-1,6-naphthyridin-3-yl)pyridin